C(C)(C)(C)OC(=O)N1CC2(C1)CC(C2)[C@H](C)C2=NC=C(C(=C2)C)C(F)(F)F 6-[(1S)-1-[4-methyl-5-(trifluoromethyl)-2-pyridinyl]ethyl]-2-azaspiro[3.3]heptane-2-carboxylic acid tert-butyl ester